methyl 2,2-dimethylolbutyrate C(O)C(C(=O)OC)(CC)CO